1,7-diisocyanato-4-isocyanatomethyl-heptane N(=C=O)CCCC(CCCN=C=O)CN=C=O